BrC=1C(=NC(=NC1OC)NS(=O)(=O)C1=CNC2=C(C(=CC=C12)Cl)C1=NC=CC=N1)OC N-(5-bromo-4,6-dimethoxy-pyrimidin-2-yl)-6-chloro-7-(2-pyrimidyl)-1H-indole-3-sulfonamide